N-[(1S)-2-[3-chloro-2-(3-fluoropyridine-2-carbonyl)-4-(trifluoromethyl)anilino]-1-methyl-2-oxo-ethyl]carbamic acid tert-butyl ester C(C)(C)(C)OC(N[C@H](C(=O)NC1=C(C(=C(C=C1)C(F)(F)F)Cl)C(=O)C1=NC=CC=C1F)C)=O